C(CCC)N(CCCCCCC)CCCC N,N-dibutyl-heptanamine